N-(4-(ethylsulfonyl)benzyl)-7-methyl-10H-phenothiazine-2-carboxamide C(C)S(=O)(=O)C1=CC=C(CNC(=O)C2=CC=3NC4=CC=C(C=C4SC3C=C2)C)C=C1